C(C)(=O)N[C@@H](CSSCC1=CC=NC=C1)C(=O)O N-acetyl-S-((pyridin-4-ylmethyl)thio)-L-cysteine